5-chloro-3-ethyl-1-(4-vinylbenzyl)-1H-1,2,4-triazole ClC1=NC(=NN1CC1=CC=C(C=C1)C=C)CC